(R or S)-4-(4-((1R,5S)-3,8-diazabicyclo[3.2.1]octan-3-yl)-6-chloro-8-fluoro-2-(((S)-5-methyl-5-azaspiro[2.4]heptan-6-yl)methoxy)quinazolin-7-yl)naphthalen-2-ol [C@H]12CN(C[C@H](CC1)N2)C2=NC(=NC1=C(C(=C(C=C21)Cl)C2=CC(=CC1=CC=CC=C21)O)F)OC[C@H]2N(CC1(CC1)C2)C